N1=CN=C2N1C=CC(=N2)N2C=1C=CC(=NC1CCC2)C(C)NC(C2=CC=C(C=C2)F)=O N-(1-(5-([1,2,4]triazolo[1,5-a]pyrimidin-5-yl)-5,6,7,8-tetrahydro-1,5-naphthyridin-2-yl)ethyl)-4-fluorobenzamide